2,6-naphthalenedicarboxylic acid amide C1=C(C=CC2=CC(=CC=C12)C(=O)O)C(=O)N